bis[4-(9-phenyl-9H-fluoren-9-yl)phenyl]-N,N-diphenyl-3,8-dicyclohexylpyrene-1,6-diamine C1(=CC=CC=C1)C1(C2=CC=CC=C2C=2C=CC=CC12)C1=CC=C(C=C1)C=1C2=C(C(=C(C=3C=CC4=C(C=C(C(C1)=C4C32)N)C3CCCCC3)N(C3=CC=CC=C3)C3=CC=CC=C3)C3=CC=C(C=C3)C3(C2=CC=CC=C2C=2C=CC=CC32)C3=CC=CC=C3)C3CCCCC3